ClC=1C(=NN(C1)C)C1(CC2CC(CC2C1)C=1N=CN(C1C(=O)NC1=CC(=C(C=C1)F)Cl)C)O 4-(5-(4-Chloro-1-methyl-1H-pyrazol-3-yl)-5-hydroxyoctahydropentalen-2-yl)-N-(3-chloro-4-fluorophenyl)-1-methyl-1H-imidazole-5-carboxamide